C(C)(C)C1=C(C(=CC=C1)C(C)C)N1C(N(C(C1C)C)C1=C(C=CC=C1C(C)C)C(C)C)=N 1,3-bis(2,6-diisopropylphenyl)-4,5-dimethylimidazolidine-2-imine